4-(4-(4-(3-Phenyl-5,6-dihydroimidazo[1,2-d]pyrido[3,2-f][1,4]oxazepin-2-yl)benzyl)piperazin-1-yl)pyrimidine-2-carbonitrile C1(=CC=CC=C1)C1=C(N=C2N1CCOC1=C2C=CC=N1)C1=CC=C(CN2CCN(CC2)C2=NC(=NC=C2)C#N)C=C1